Dihydroxybenzyl-adamantane OC1(C2(CC3CC(CC1C3)C2)CC2=CC=CC=C2)O